(S)-5-benzyl-N-(7-(3-hydroxy-3-methylbut-1-yn-1-yl)-5-methyl-4-oxo-2,3,4,5-tetrahydropyrido[3,2-b][1,4]oxazepin-3-yl)-1H-1,2,4-triazole-3-carboxamide C(C1=CC=CC=C1)C1=NC(=NN1)C(=O)N[C@@H]1C(N(C2=C(OC1)C=CC(=N2)C#CC(C)(C)O)C)=O